C(C)(C)(C)C1=CC=C(C=C1)S(=O)(=O)N1C=C(C=C1)C(=O)NCCC1=CC=C(C=C1)F 1-((4-(tert-butyl)phenyl)sulfonyl)-N-(4-fluorophenethyl)-1H-pyrrole-3-carboxamide